N[C@H](C1CCN(CC1)C(=O)[C@@H]1NCC1)C1=C(C=C(C(=C1)Cl)Cl)O (4-((R)-amino(4,5-dichloro-2-hydroxyphenyl)methyl)piperidin-1-yl)((R)-azetidin-2-yl)methanone